ClC1=C(C=CC=C1Cl)N1CCN(CC1)CCCC(=O)NCC=1SC(=C(N1)CO)C 4-(4-(2,3-dichlorophenyl)piperazin-1-yl)-N-((4-(hydroxymethyl)-5-methylthiazol-2-yl)methyl)butanamide